FC=1C=C(C(=C(C1)NC1=C(N=NC(=C1)NC1=NC=CC(=C1)C(C)(C)O)C(=O)NC([2H])([2H])[2H])OC)C1=NC=CC=N1 4-((5-fluoro-2-methoxy-3-(pyrimidin-2-yl)phenyl)amino)-6-((4-(2-hydroxypropan-2-yl)pyridin-2-yl)amino)-N-(methyl-d3)pyridazine-3-carboxamide